BrC1=CC=C(OCC2OC(COC2)COCC(C)(C)OC)C=C1 2-((4-bromophenoxy)methyl)-6-((2-methoxy-2-methylpropyloxy)methyl)-1,4-dioxan